(m-tolyl)benzo[d]oxazol-2-thiol C1(=CC(=CC=C1)C1=CC=CC2=C1N=C(O2)S)C